N1(N=CC=C1)C[C@@H](CO)O (S)-3-(1H-pyrazol-1-yl)propane-1,2-diol